N-(4-(2-methylmorpholino)pyridin-3-yl)-2-phenylimidazo[1,2-b]pyridazine-8-carboxamide CC1OCCN(C1)C1=C(C=NC=C1)NC(=O)C=1C=2N(N=CC1)C=C(N2)C2=CC=CC=C2